((5-carbamoylpyridin-2-yl)amino)-6-(2,6-difluorophenyl)pyridazine-3-carboxamide C(N)(=O)C=1C=CC(=NC1)NC1=C(N=NC(=C1)C1=C(C=CC=C1F)F)C(=O)N